2-chloro-6-cyclobutyl-N-(2-sulfamylpyridin-4-yl)nicotinamide ClC1=C(C(=O)NC2=CC(=NC=C2)S(N)(=O)=O)C=CC(=N1)C1CCC1